NC=1C=C(C(=C(C1)C1=C(C=2N=C(N=C(C2C=N1)N1C[C@H]2CC[C@@H](C1)N2C(=O)OC(C)(C)C)OCC(F)(F)F)F)C#N)C(F)(F)F tert-butyl (1R,5S)-3-(7-(5-amino-2-cyano-3-(trifluoromethyl)phenyl)-8-fluoro-2-(2,2,2-trifluoroethoxy)pyridino[4,3-d]pyrimidin-4-yl)-3,8-diazabicyclo[3.2.1]octan-8-formate